ClC=1C(=C(C=CC1)NC1=NC=NC2=CC=C(C(=C12)OCCOC)NC(\C=C\CN(C)C)=O)F (E)-N-(4-((3-chloro-2-fluorophenyl)amino)-5-(2-methoxyethoxy)quinazolin-6-yl)-4-(dimethylamino)but-2-enamide